Nonane CCCCCCCCC